1-[2-[4-[2-chloro-4-[[5-[4-(cyanomethoxy)-2,3-difluoro-phenyl]-1-methyl-imidazole-2-carbonyl]amino]benzoyl]piperazin-1-yl]-2-oxo-ethyl]azetidine-3-carboxylic acid ClC1=C(C(=O)N2CCN(CC2)C(CN2CC(C2)C(=O)O)=O)C=CC(=C1)NC(=O)C=1N(C(=CN1)C1=C(C(=C(C=C1)OCC#N)F)F)C